1-(tert-butyl) 3-methyl-4-(4,4,5,5-tetramethyl-1,3,2-dioxaborolan-2-yl)-5,6-dihydropyridine-1,3(2H)-diCarboxylate CC1(CN(CCC1B1OC(C(O1)(C)C)(C)C)C(=O)OC(C)(C)C)C(=O)[O-]